C(C)(C)(C)OC(=O)N1C2CN(CC1CC2)C=2OC1=C(N2)C=C(C=C1Br)NC(C)=O.CC1(OC2=C(C1)C(=CC(=C2)C)C)C(=O)N(CC=2SC=CC2)C2=NC=CC=C2 2,4,6-trimethyl-N-(pyridin-2-yl)-N-(thiophen-2-ylmethyl)benzofuran-2-carboxamide tert-Butyl-3-(5-acetamido-7-bromobenzo[d]oxazol-2-yl)-3,8-diazabicyclo[3.2.1]octane-8-carboxylate